N1=CC(=CC=C1)C1=CC(NC=C1)=O [3,4'-Bipyridine]-2'(1'H)-one